(3S,4aS,8aS)-2-[(R)-3-(4-bromobenzylamino)-2-hydroxypropyl]decahydroisoquinoline BrC1=CC=C(CNC[C@H](CN2C[C@H]3CCCC[C@H]3CC2)O)C=C1